[3-(hydroxymethyl)cyclobutyl]methanol OCC1CC(C1)CO